FC(S(=O)(=O)OC1=NC=CC(=C1)C)(F)F 4-methylpyridin-2-yl trifluoromethanesulfonate